(5-(3,5-difluorophenyl)-4,5-dihydro-1H-pyrazol-1-yl)(3-((6-methoxy-2H-indazol-2-yl)methyl)bicyclo[1.1.1]-pentan-1-yl)methanone FC=1C=C(C=C(C1)F)C1CC=NN1C(=O)C12CC(C1)(C2)CN2N=C1C=C(C=CC1=C2)OC